(3S,4S)-8-(6-((5-chloro-1H-pyrrolo[2,3-b]pyridin-4-yl)thio)-1,2,4-triazin-3-yl)-3-methyl-2-oxa-8-azaspiro[4.5]decan-4-amine ClC=1C(=C2C(=NC1)NC=C2)SC2=CN=C(N=N2)N2CCC1([C@@H]([C@@H](OC1)C)N)CC2